3-((3,5-difluoro-4-((6S,8R)-8-methyl-2-oxo-7-(2,2,2-triFluoroethyl)-2,3,6,7,8,9-hexahydrooxazolo[5,4-f]isoquinolin-6-yl)phenyl)amino)azetidine FC=1C=C(C=C(C1[C@H]1N([C@@H](CC2=C3C(=CC=C12)NC(O3)=O)C)CC(F)(F)F)F)NC3CNC3